SC1=NC(=NC(=N1)N1CCCCC1)N1CCCCC1 2-mercapto-4,6-dipiperidyl-1,3,5-triazine